2-{5-azaspiro[2.4]heptan-5-yl}-N-(4-{cis-bicyclo[3.1.0]hexan-3-yloxy}-3-fluorophenyl)-5-(2,2,2-trifluoroethyl)oxazole-4-carboxamide C1CC12CN(CC2)C=2OC(=C(N2)C(=O)NC2=CC(=C(C=C2)OC2CC1CC1C2)F)CC(F)(F)F